BrC1=CC2=C(N=C(N=C2N[C@H](C)C=2C=C(C#N)C=CC2)C)N=C1OC (R)-3-(1-((6-bromo-7-methoxy-2-methylpyrido[2,3-d]pyrimidin-4-yl)amino)ethyl)benzonitrile